FC1=C(C(=O)C2=CC=C(C(=O)N[C@H]3[C@@H](CNC3)NC(=O)C=3C=C4CC(NC4=CC3)=O)C=C2)C(=CC=C1OC)O N-[(3R,4R)-4-[4-(2-fluoro-6-hydroxy-3-methoxybenzoyl)benzamido]pyrrolidin-3-yl]-2-oxo-2,3-dihydro-1H-indole-5-carboxamide